FC(C(=O)O)(F)F.NC=1C2=C(N=C(N1)C)N(C=C2)[C@H]2[C@@H]([C@]1(CC[C@H]([C@H]1C2)CC2=CC=C1C=C(C(=NC1=C2)N)Cl)O)O (1S,2R,3aR,4S,6aR)-2-(4-amino-2-methyl-7H-pyrrolo[2,3-d]pyrimidin-7-yl)-4-((2-amino-3-chloroquinolin-7-yl)methyl)hexahydropentalene-1,6a(1H)-diol 2,2,2-trifluoroacetate